Cl.NC1CS(CC1)(=O)=O 3-amino-tetrahydrothiophene 1,1-dioxide, Hydrochloride